1-((3S,4R)-3-(5-chloro-2-(1-cyclopropyl-1H-pyrazol-4-ylamino)-7H-pyrrolo[2,3-d]pyrimidin-4-ylamino)-4-fluoropiperidin-1-yl)prop-2-en-1-one ClC1=CNC=2N=C(N=C(C21)N[C@H]2CN(CC[C@H]2F)C(C=C)=O)NC=2C=NN(C2)C2CC2